2-(6-(4-(3-fluorophenyl)-4H-1,2,4-triazol-3-yl)pyridin-2-yl)-6-(isopropyl(methyl)amino)-4-((methylamino)methyl)-2,3-dihydro-1H-pyrrolo[3,4-c]pyridin-1-one FC=1C=C(C=CC1)N1C(=NN=C1)C1=CC=CC(=N1)N1CC=2C(=NC(=CC2C1=O)N(C)C(C)C)CNC